6-chloro-1-cyclopropyl-2-(4-methylpyrimidin-5-yl)-1H-imidazo[4,5-c]pyridine ClC1=CC2=C(C=N1)N=C(N2C2CC2)C=2C(=NC=NC2)C